1-(3-cyano-4,6-bis(trifluoromethyl)pyridin-2-yl)-3-methyl-1H-pyrazole-5-carboxylic acid C(#N)C=1C(=NC(=CC1C(F)(F)F)C(F)(F)F)N1N=C(C=C1C(=O)O)C